C(C1CO1)OC1CCC(CC1)C(C)(C)C1CCC(CC1)OCC1CO1 2,2-bis[4-(2,3-epoxypropoxy)cyclohexyl]propan